oxazol-5-ylmethyl (4-(2-(piperidin-4-yl)ethyl)phenyl)carbamate hydrochloride Cl.N1CCC(CC1)CCC1=CC=C(C=C1)NC(OCC1=CN=CO1)=O